N1CCC2=C(C=CC=C12)N1CC(C1)CN(C(OC(C)(C)C)=O)C tert-butyl N-[(1-indolin-4-ylazetidin-3-yl)methyl]-N-methyl-carbamate